2-cyclopropyl-7-(dimethylamino)-4-(3-nitrophenyl)-[1,3]thiazolo[4,5-d]pyrimidin-5-one C1(CC1)C=1SC2=C(N(C(N=C2N(C)C)=O)C2=CC(=CC=C2)[N+](=O)[O-])N1